COC1=NN(C=C1C(=O)NC1=NC(=CC=C1)C=1N2C(=NN1)CC[C@@H]2C)C=2C(=NC=CC2)C(F)(F)F (S)-3-methoxy-N-(6-(5-methyl-6,7-dihydro-5H-pyrrolo[2,1-c][1,2,4]triazol-3-yl)pyridin-2-yl)-1-(2-(trifluoromethyl)pyridin-3-yl)-1H-pyrazole-4-carboxamide